3-([1,1'-Biphenyl]-4-yl)-N-(6-amino-2,4-dioxo-3-(prop-2-yn-1-yl)-1,2,3,4-tetrahydropyrimidin-5-yl)propanamide C1(=CC=C(C=C1)CCC(=O)NC=1C(N(C(NC1N)=O)CC#C)=O)C1=CC=CC=C1